N-(4-(2-(aminomethyl)pyrrolidin-1-yl)-2-(3-fluoropyridin-4-yl)-1-methyl-1H-benzo[d]imidazol-5-yl)-2-(2,6-difluorophenyl)-3-oxo-2,3-dihydropyridazine-4-carboxamide NCC1N(CCC1)C1=C(C=CC=2N(C(=NC21)C2=C(C=NC=C2)F)C)NC(=O)C=2C(N(N=CC2)C2=C(C=CC=C2F)F)=O